F[C@H]1CN(CC[C@H]1NC1=C2C=C(N(C2=CC=C1)CC(F)(F)F)C1=NOC(=N1)CNC(OCC1=CC=CC=C1)=O)C benzyl N-{[3-(4-{[(3S,4R)-3-fluoro-1-methylpiperidin-4-yl]amino}-1-(2,2,2-trifluoroethyl)-1H-indol-2-yl)-1,2,4-oxadiazol-5-yl]methyl}carbamate